N-{3-fluoro-4-[6-methoxy-7-(3-morpholinopropoxy)quinolin-4-oxy]phenyl}-7-(3,4-dichlorophenyl)pyrazolo[1,5-a]pyrimidine-5-carboxamide FC=1C=C(C=CC1OC1=CC=NC2=CC(=C(C=C12)OC)OCCCN1CCOCC1)NC(=O)C1=NC=2N(C(=C1)C1=CC(=C(C=C1)Cl)Cl)N=CC2